(S)-N-(4-(3-(ethylamino)pyrrolidin-1-yl)-5-(1-(tetrahydro-2H-pyran-4-yl)-1H-pyrazol-4-yl)pyridin-2-yl)-2-(2-fluoro-6-methoxyphenyl)pyrimidin-4-amine C(C)N[C@@H]1CN(CC1)C1=CC(=NC=C1C=1C=NN(C1)C1CCOCC1)NC1=NC(=NC=C1)C1=C(C=CC=C1OC)F